N-[3-[5-(4-chlorophenyl)thiazol-2-yl]-1-bicyclo[1.1.1]pentanyl]-3-(1-methylsulfonylcyclopropyl)pyrazole-1-carboxamide ClC1=CC=C(C=C1)C1=CN=C(S1)C12CC(C1)(C2)NC(=O)N2N=C(C=C2)C2(CC2)S(=O)(=O)C